BrC=1C=C2C(=NNC(C2=C(C1)OCC1(CC1)F)=O)CCl 6-bromo-4-(chloromethyl)-8-((1-fluorocyclopropyl)methoxy)phthalazin-1(2H)-one